1,2-dipropylpyridinium mesylate S(C)(=O)(=O)[O-].C(CC)[N+]1=C(C=CC=C1)CCC